The molecule is a N-acylglycinate that is the conjugate base of glycoursodeoxycholic acid. obtained by deprotonation of the carboxy group; major species at pH 7.3. It is a cholanic acid conjugate anion and a N-acylglycinate. It is a conjugate base of a glycoursodeoxycholic acid. C[C@H](CCC(=O)NCC(=O)[O-])[C@H]1CC[C@@H]2[C@@]1(CC[C@H]3[C@H]2[C@H](C[C@H]4[C@@]3(CC[C@H](C4)O)C)O)C